(R)-tert-butyl (6,7-dihydro-5H-pyrazolo[5,1-b][1,3]oxazin-6-yl)carbamate N1=CC=C2OC[C@@H](CN21)NC(OC(C)(C)C)=O